ClC=1C(=NN(C1C(=O)O)C)CC 4-Chloro-3-ethyl-1-methylpyrazole-5-carboxylic acid